C(#N)C=1N=C2N(C(=NC=C2C2=C(C(=O)N)C=C(C=C2)C=O)NCC2=C(C=CC3=C2CCO3)F)C1 2-(2-cyano-5-(((5-fluoro-2,3-dihydrobenzofuran-4-yl)methyl)amino)imidazo[1,2-c]pyrimidin-8-yl)-5-formylbenzamide